FC=1C=2N(C=C(C1)NC(=O)C1=CC=C(C3=CN(N=C13)C)N1C[C@H](CC1)NCCOC)C=C(N2)C N-(8-fluoro-2-methyl-imidazo[1,2-a]pyridin-6-yl)-4-[(3S)-3-(2-methoxyethylamino)pyrrolidin-1-yl]-2-methyl-indazole-7-carboxamide